(3-(6-chloro-7-fluoro-3-(1H-imidazol-1-yl)-5-methoxy-1-methyl-1H-indol-2-yl)-1H-1,2,4-triazol-5-yl)(4-hydroxypiperidin-1-yl)methanone ClC1=C(C=C2C(=C(N(C2=C1F)C)C1=NNC(=N1)C(=O)N1CCC(CC1)O)N1C=NC=C1)OC